C1([C@H](N)[C@@H](O)[C@@H](O)[C@H](O1)CO)C1(O)[C@H](O)[C@@H](O)[C@H](O[C@H]2[C@H](O)[C@@H](O)[C@@H](O)[C@H](O2)CO)[C@H](O1)CO galactosaminyl-lactose